(4-methoxyphenyl)-1-(4-iodophenyl)toluidine COC1=CC=C(C=C1)NC1(C(C=CC=C1)C)C1=CC=C(C=C1)I